NC[C@H]1CO[C@H]2[C@@H]1OC[C@@H]2NC(OC(C)(C)C)=O tert-butyl ((3S,3aR,6S,6aR)-6-(aminomethyl)hexahydrofuro[3,2-b]furan-3-yl)carbamate